4-(methyl-(isoquinolin-5-yl)amino)piperidine-1-carboxylic acid tert-butyl ester C(C)(C)(C)OC(=O)N1CCC(CC1)N(C1=C2C=CN=CC2=CC=C1)C